C(#N)C=1C=NN2C1C(=CC(=C2)OCC(C)(C)O)C=2C=CC(=NC2)N2CCC(CC2)(C)NC(C2=C(C(=CC=C2F)F)F)=O N-(1-(5-(3-cyano-6-(2-hydroxy-2-methylpropoxy)pyrazolo[1,5-a]pyridin-4-yl)pyridin-2-yl)-4-methylpiperidin-4-yl)-2,3,6-trifluorobenzamide